7-(2-(4-(2-fluoro-5-(oxazol-2-yl)phenyl)-1,4-diazepan-1-yl)ethyl)-9-methyl-2-(pyridin-2-yl)-7H-pyrrolo[3,2-e][1,2,4]triazolo[1,5-c]pyrimidin-5-amine FC1=C(C=C(C=C1)C=1OC=CN1)N1CCN(CCC1)CCN1C=C(C=2C=3N(C(=NC21)N)N=C(N3)C3=NC=CC=C3)C